(E)-(2-((4-cyano-2-fluorophenoxy)methyl)-3-fluoroallyl)carbamic acid tert-butyl ester C(C)(C)(C)OC(NC/C(=C\F)/COC1=C(C=C(C=C1)C#N)F)=O